6-[5-Methyl-1-(4-piperidyl)triazol-4-yl]-4-[1-(2-methyltriazol-4-yl)ethoxy]pyrazolo[1,5-a]pyridine-3-carbonitrile CC1=C(N=NN1C1CCNCC1)C=1C=C(C=2N(C1)N=CC2C#N)OC(C)C2=NN(N=C2)C